C1(=CC=CC=C1)C1NC2=CC=C(C=C2CC1)C1(COC1)O 3-(2-phenyl-1,2,3,4-tetrahydroquinoline-6-yl)oxetane-3-ol